4-oxobutylamine O=CCCCN